C(C)(C)NC1=NC(=CC2=C1N=C(N=C2)S(=O)C)C(C)=O 1-(8-(isopropylamino)-2-(methylsulfinyl)pyrido[3,4-d]pyrimidin-6-yl)ethan-1-one